FC=1C=C(C=CC1)C#CC1=CC=C(C=C1)C1=NOC(=N1)C(C)N1CCCC1 3-(4-((3-fluorophenyl)ethynyl)phenyl)-5-(1-(pyrrolidin-1-yl)ethyl)-1,2,4-oxadiazole